NC(/C(=C/N1N=C(N=C1)C1=CC(=NC(=C1)C(F)(F)F)C(F)(F)F)/C=1C=CC(=NC1)NC(OC(C)(C)C)=O)=O tert-butyl (E)-(5-(3-amino-1-(3-(2,6-bis(trifluoromethyl)pyridin-4-yl)-1H-1,2,4-triazol-1-yl)-3-oxoprop-1-en-2-yl)pyridin-2-yl)carbamate